ClC1=C(C=CC=C1)CN1N=C(C=C1C=1SC=C(C1)Br)COC(C(=O)OC(C)(C)C)(C)C tert-Butyl 2-([1-[(2-chlorophenyl)methyl]-5-(4-bromothien-2-yl)-1H-pyrazol-3-yl]methoxy)-2-methylpropanoate